2,2'-(2,3,5,6-tetrakis(3,6-dimethyl-9H-carbazol-9-yl)-1,4-phenylene)bis(benzo[d]oxazole) CC=1C=CC=2N(C3=CC=C(C=C3C2C1)C)C1=C(C(=C(C(=C1N1C2=CC=C(C=C2C=2C=C(C=CC12)C)C)C=1OC2=C(N1)C=CC=C2)N2C1=CC=C(C=C1C=1C=C(C=CC21)C)C)N2C1=CC=C(C=C1C=1C=C(C=CC21)C)C)C=2OC1=C(N2)C=CC=C1